1-(6-chloro-3-pyridinyl)-3-(trifluoromethyl)pyrazole ClC1=CC=C(C=N1)N1N=C(C=C1)C(F)(F)F